C(C)(C)(C)OC(=O)N1C[C@@](CC1)(C)C#N (3S)-3-cyano-3-methylpyrrolidine-1-carboxylic acid tert-butyl ester